C(C)(=O)C1=NN(C2=CC=C(C=C12)C1=CC=C2C=CC=NC2=C1)CC(=O)O (3-acetyl-5-(quinolin-7-yl)-1H-indazol-1-yl)acetic acid